3-(((tert-butyldimethylsilyl)oxy)methyl)-5,6,7,8-tetrahydroimidazo[1,2-a]pyridine-6-carboxylic acid [Si](C)(C)(C(C)(C)C)OCC1=CN=C2N1CC(CC2)C(=O)O